benzyl (3S,5S)-3-fluoro-5-((4-(2-(4-(3-(3-(trifluoromethyl)phenyl)ureido)phenoxy)pyridin-3-yl)pyrimidin-2-yl)amino)piperidine-1-carboxylate F[C@@H]1CN(C[C@H](C1)NC1=NC=CC(=N1)C=1C(=NC=CC1)OC1=CC=C(C=C1)NC(=O)NC1=CC(=CC=C1)C(F)(F)F)C(=O)OCC1=CC=CC=C1